N-{2,3-dimethoxy-6H,7H,8H,9H,10H-cyclohepta[b]1,5-naphthyridin-11-yl}piperidin-4-amine COC=1N=C2C(=C3C(=NC2=CC1OC)CCCCC3)NC3CCNCC3